diphenyl-(4-tert-butylphenyl)sulfonium pyrenesulfonate C1(=CC=C2C=CC3=CC=CC4=CC=C1C2=C34)S(=O)(=O)[O-].C3(=CC=CC=C3)[S+](C3=CC=C(C=C3)C(C)(C)C)C3=CC=CC=C3